butynol diacetate C(C)(=O)O.C(C)(=O)O.C(#CCC)O